(2-fluoro-4-(piperazin-1-yl)phenyl)-6-(2-methoxyphenyl)-8,9-dihydroimidazo[1',2':1,6]pyrido[2,3-d]pyrimidin-2-amine FC1=C(C=CC(=C1)N1CCNCC1)C=1C2=C(N=C(N1)N)N1C(C(=C2)C2=C(C=CC=C2)OC)=NCC1